BrC=1C=CC2=C(N(C(=N2)C)CC)C1OC 6-Bromo-1-ethyl-7-methoxy-2-methyl-1H-benzo[d]imidazole